5-(5-chloropyridin-2-yl)-4,5,6,7-tetrahydrothiazolo[5,4-c]pyridine ClC=1C=CC(=NC1)N1CC2=C(CC1)N=CS2